ClC=1C=CC=C2C=CC(=NC12)N(C1C(C(C(C(O1)C(=O)O)O)O)O)C1=CC2=C(OC(O2)(F)F)C=C1 6-((8-chloroquinolin-2-yl)(2,2-difluorobenzo[d][1,3]dioxol-5-yl)amino)-3,4,5-trihydroxytetrahydro-2H-pyran-2-carboxylic acid